CC(C#CC=1C=C(C=C2C(=NNC12)N)C1=C2C(=NC=C1)NC(=N2)C(F)(F)F)(C)C 7-(3,3-Dimethylbut-1-yn-1-yl)-5-(2-(trifluoromethyl)-3H-imidazo[4,5-b]pyridin-7-yl)-1H-indazol-3-amine